acrylate (allyl methacrylate) C(C=C)C=C(C(=O)O)C.C(C=C)(=O)O